CC=1C=CC(NC1)=O 5-methyl-2(1H)pyridone